ethyl 5-((1-(difluoromethyl) cyclopropyl) methoxy)-2-methylbenzofuran-3-carboxylate FC(C1(CC1)COC=1C=CC2=C(C(=C(O2)C)C(=O)OCC)C1)F